CN1CC(CC1)OC=1C=NC(=NC1)NC1CCC(CC1)OC1=NC2=CC(=NC=C2C=C1O)N1CCOCC1 [4-[[5-(1-methylpyrrolidin-3-yl)oxypyrimidin-2-yl]amino]cyclohexoxy]-7-morpholino-1,6-naphthyridin-3-ol